N-[3-[2-(difluoromethoxy)-5-methylsulfanyl-phenyl]-1-methyl-pyrazol-4-yl]pyrazolo[1,5-a]pyrimidine-3-carboxamide FC(OC1=C(C=C(C=C1)SC)C1=NN(C=C1NC(=O)C=1C=NN2C1N=CC=C2)C)F